FC1=CC(=CC=2N(C(=NC21)C)C2CCN(CC2)C)C2=CNC1=NC(=CC=C12)C1=CC=CC=C1 4-fluoro-2-methyl-1-(1-methylpiperidin-4-yl)-6-(6-phenyl-1H-pyrrolo[2,3-b]pyridin-3-yl)-1H-benzo[d]imidazole